C(C)C1C(C(C1)(C(=O)O)C(=O)O)(C(=O)O)C(=O)O ethyl-cyclobutanetetracarboxylic acid